CN(C(CC\C=C/CCCCC)=O)C (Z)-N,N-dimethyldecan-4-enamide